O[C@H]1[C@@H](CCC1)N1C(N=CC=C1C1=CC=C(C=C1)OC(F)(F)F)C=1C=NN(C1)C N-[(trans)-2-Hydroxycyclopentyl]-2-(1-methyl-1H-pyrazol-4-yl)-6-[4-(trifluoromethoxy)phenyl]pyrimidin